C(C)(C)(C)OC(=O)N1CCN(CC1)CC1=CC(=C(C=C1)CCC1=NC(=NC(=C1N)N(CC1=CC=C(C=C1)OC)CC1=CC=C(C=C1)OC)OCCCC)OC 4-(4-(2-(5-Amino-6-(bis(4-methoxybenzyl)amino)-2-butoxypyrimidin-4-yl)ethyl)-3-methoxybenzyl)piperazine-1-carboxylic acid tert-butyl ester